FC1=C(C(=CC=C1)OC)C1=NC=CC2=C1CN(C2=O)C2=NC(=CC(=C2)C)N[C@H]2CN[C@@H](C2)CO 4-(2-fluoro-6-methoxyphenyl)-2-(6-(((3r,5s)-5-(hydroxymethyl)pyrrolidin-3-yl)amino)-4-methylpyridin-2-yl)-2,3-dihydro-1H-pyrrolo[3,4-c]pyridin-1-one